(3S)-3-{4-[(3-methoxypyrrolidin-1-yl)methyl]phenyl}-2,3-dihydro[1,4]dioxino{2,3-b}pyridine COC1CN(CC1)CC1=CC=C(C=C1)[C@H]1COC=2C(=NC=CC2)O1